methyl 8H-thieno[2,3-b]indole-2-carboxylate S1C(=CC2=C1NC1=CC=CC=C21)C(=O)OC